(S)-N-(5-(2-amino-5-fluoronicotinamido)-1-(5-(naphthalen-2-yl)-1H-imidazol-2-yl)pentyl)thiazole-5-carboxamide NC1=C(C(=O)NCCCC[C@@H](C=2NC(=CN2)C2=CC3=CC=CC=C3C=C2)NC(=O)C2=CN=CS2)C=C(C=N1)F